2-O-acetyl-3,4,6-tri-O-benzyl-α-D-glucopyranosyl fluoride C(C)(=O)O[C@H]1[C@H](O[C@@H]([C@H]([C@@H]1OCC1=CC=CC=C1)OCC1=CC=CC=C1)COCC1=CC=CC=C1)F